BrC1=CC=C(S1)C 5-Bromo-2-methylthiophen